3-(quinolin-2-yl)-[1,2,4]triazolo[3,4-a]phthalazine N1=C(C=CC2=CC=CC=C12)C1=NN=C2N1N=CC1=CC=CC=C21